oxetan-3-yl (1-(4-methoxyphenyl)-2-oxo-2-((4-(trimethylsilyl)phenyl) amino)ethyl)carbamate COC1=CC=C(C=C1)C(C(NC1=CC=C(C=C1)[Si](C)(C)C)=O)NC(OC1COC1)=O